[Si](C)(C)(C(C)(C)C)OC[C@H]1[C@H]2CC[C@@H](CN1C=1C3=C(N=C(N1)Cl)C(=C(N=C3Cl)Cl)F)N2C(=O)OC(C)(C)C |r| Tert-butyl (±)-rel-(1R,2R,5S)-2-(((tert-butyldimethylsilyl)oxy)methyl)-3-(2,5,7-trichloro-8-fluoropyrido[4,3-d]pyrimidin-4-yl)-3,8-diazabicyclo[3.2.1]octane-8-carboxylate